oxo-1,2-dihydroquinoline-6-sulfonamide O=C1NC2=CC=C(C=C2C=C1)S(=O)(=O)N